1-[4-(tert-butyl)-phenyl]-2-{4-[4-(1-phenylbenzo[d]imidazol-2-yl)phenyl]phenyl}phenanthro[10,9-d]imidazole C(C)(C)(C)C1=CC=C(C=C1)N1C(=NC2=C1C=1C=CC=CC1C=1C=CC=CC12)C1=CC=C(C=C1)C1=CC=C(C=C1)C1=NC2=C(N1C1=CC=CC=C1)C=CC=C2